2,2'-bis(trifluoromethyl)4,4'-diaminobiphenyl FC(C1=C(C=CC(=C1)N)C1=C(C=C(C=C1)N)C(F)(F)F)(F)F